N-butyl-hexahydropyridine C(CCC)N1CCCCC1